2-(4-acetylphenyl)-7,7-dimethyl-1,3-dioxo-2,3,5,12b-tetrahydro-1H,7H-chromeno[4,3-c][1,2,4]triazolo[1,2-a]pyridazin-10-yl L-argininate N[C@@H](CCCNC(N)=N)C(=O)OC=1C=CC2=C(C1)OC(C=1C2N2N(CC1)C(N(C2=O)C2=CC=C(C=C2)C(C)=O)=O)(C)C